BrC1=C(N(C=C1C1=CC=NC=C1)CC1(COC1)NC(=O)OC(C)(C)C)C(=O)OC methyl 3-bromo-1-((3-((tert-butoxycarbonyl)amino)oxetan-3-yl)methyl)-4-(pyridin-4-yl)-1H-pyrrole-2-carboxylate